Cl.[C@H]12CNC[C@@H]2C1C=1SC(=NN1)C1=CC=CC=C1 2-((1R,5S,6r)-3-azabicyclo[3.1.0]hexan-6-yl)-5-phenyl-1,3,4-thiadiazole hydrochloride